Isopropyl ((S)-(((1S,4R)-4-(2-amino-6-((2-(dimethylamino)ethyl)amino)-9H-purin-9-yl)cyclopent-2-en-1-yl)methoxy)(phenoxy)phosphoryl)-L-alaninat NC1=NC(=C2N=CN(C2=N1)[C@H]1C=C[C@H](C1)CO[P@](=O)(OC1=CC=CC=C1)N[C@@H](C)C(=O)OC(C)C)NCCN(C)C